C1(CCCC1)N1C(C(=CC2=C1N=C(N=C2)NC=2C=C1CCNC(C1=CC2)(C)C)C#N)=O 8-cyclopentyl-2-((1,1-dimethyl-1,2,3,4-tetrahydroisoquinolin-6-yl)amino)-7-oxo-7,8-dihydropyrido[2,3-d]pyrimidine-6-carbonitrile